C(C)(=O)[O-].[Pd+2].C(C)(=O)[O-] palladium(2+) acetate